C(#N)C1=NC(=C2C=C(N=CC2=C1)N[C@@H]1CN(CC1)C(=O)OC(C)(C)C)NC(C)C tert-butyl (S)-3-((7-cyano-5-(isopropylamino)-2,6-naphthyridin-3-yl)amino)pyrrolidine-1-carboxylate